COC1=C(C=NC(=C1)C(F)(F)F)[C@H]1[C@@H](O[C@@]([C@@H]1C)(C(F)(F)F)C)C(=O)NC1=CC(=NC=C1)C(=O)N (2R,3S,4R,5S)-4-[[3-[4-methoxy-6-(trifluoromethyl)-3-pyridinyl]-4,5-dimethyl-5-(trifluoromethyl)tetrahydrofuran-2-carbonyl]amino]pyridine-2-carboxamide